2-[(3,3-Difluorocyclobutyl)methylamino]-6-(3-fluoro-5-isobutoxyphenyl)-N-(1H-pyrazol-5-ylsulfonyl)pyridin-3-carboxamid FC1(CC(C1)CNC1=NC(=CC=C1C(=O)NS(=O)(=O)C1=CC=NN1)C1=CC(=CC(=C1)OCC(C)C)F)F